C(#N)N1C[C@H](CC1)C(=O)NC1=NN(C(=C1)C1=CC=CC=C1)C (S)-1-cyano-N-(1-methyl-5-phenyl-1H-pyrazol-3-yl)pyrrolidine-3-carboxamide